5-amino-N-{2-[3-amino-4-(propan-2-yloxy)pyrrolidin-1-yl]-3-fluoro-5,6,7,8-tetrahydroquinolin-6-yl}-2-methylthieno[2,3-d]pyrimidine-6-carboxamide NC1=C(SC=2N=C(N=CC21)C)C(=O)NC2CC=1C=C(C(=NC1CC2)N2CC(C(C2)OC(C)C)N)F